O=C1NC(CCC1C1(C2C(NC(C2=CC=C1)=O)=O)C1NCCNC1)=O 2-(4-(2,6-dioxopiperidin-3-yl)-1,3-dioxoisoindolin-4-yl)piperazin